C1(CC1)C1=C(C(=NO1)C)C1=C(C=CC(=C1)F)OC 5-cyclopropyl-4-(5-fluoro-2-methoxy-phenyl)-3-methyl-isoxazole